ClC=1C(=C(C=CC1)C1(CN(CC1)C(=O)OC(C)(C)C)NC1=CC=C2C(=CC=NC2=C1)OC)C tert-butyl 3-(3-chloro-2-methylphenyl)-3-[(4-methoxyquinolin-7-yl) amino]pyrrolidine-1-carboxylate